Tert-butyl (R)-3-((4-(2-hydroxy-4-methylphenyl)phthalazin-1-yl)(methyl) amino)piperidine-1-carboxylate OC1=C(C=CC(=C1)C)C1=NN=C(C2=CC=CC=C12)N([C@H]1CN(CCC1)C(=O)OC(C)(C)C)C